1-(3-(benzyloxy)-4-fluorophenyl)-5-(3-chloro-4-methoxyphenyl)-1H-indazole C(C1=CC=CC=C1)OC=1C=C(C=CC1F)N1N=CC2=CC(=CC=C12)C1=CC(=C(C=C1)OC)Cl